8-oxabicyclo[3.2.1]octan-3-yl (4S,7R)-4-(3-hydroxyphenyl)-7-(2-methoxyphenyl)-2-methyl-5-oxo-1,4,5,6,7,8-hexahydroquinoline-3-carboxylate OC=1C=C(C=CC1)[C@@H]1C(=C(NC=2C[C@H](CC(C12)=O)C1=C(C=CC=C1)OC)C)C(=O)OC1CC2CCC(C1)O2